CC(CO)CCCCCCCO 2-methyl-1,9-nonandiol